4-[6-(1-ethylpyrazol-4-yl)imidazo[4,5-b]pyridin-3-yl]-2,6-dimethoxybenzoic acid methyl ester COC(C1=C(C=C(C=C1OC)N1C=NC=2C1=NC=C(C2)C=2C=NN(C2)CC)OC)=O